N(=NC(=O)OC(C)C)C(=O)OC(C)C diisopropyl azodiformate